(R)-3-amino-1-(2-((6-amino-9H-purin-9-yl)methyl)-4-fluoro-3-(trifluoromethyl)phenyl)-N-((1-ethyl-1H-1,2,4-triazol-5-yl)methyl)pyrrolidine-3-carboxamide N[C@]1(CN(CC1)C1=C(C(=C(C=C1)F)C(F)(F)F)CN1C2=NC=NC(=C2N=C1)N)C(=O)NCC1=NC=NN1CC